C1=C(C=CC2=CC=CC=C12)C1=CC=C(C=C1)NC=1C(=CC=CC1)C1=CC=CC=C1 N-(4-(naphthalen-2-yl)phenyl)-[1,1'-biphenyl]-2-amine